1,2-bis(acryloyloxymethyl)cyclohexane isocyanate [N-]=C=O.C(C=C)(=O)OCC1C(CCCC1)COC(C=C)=O